5-bromo-2-(cyclohexylamino)isonicotinic acid BrC1=CN=C(C=C1C(=O)O)NC1CCCCC1